CC1=C(C=CC=C1)CC(=O)N 2-methylphenyl-acetamide